FC=1C=C(NC2=NN(C3=C2C=NC(=C3)C(=O)N3CCOCC(C3)O)CC(F)(F)F)C=CC1 [3-(3-fluoroanilino)-1-(2,2,2-trifluoroethyl)pyrazolo[4,3-c]pyridin-6-yl]-(6-hydroxy-1,4-oxazepan-4-yl)methanone